C(C)OC(=C)C1=CC=C(S1)C1(CN(CC1)C(=O)OC(C)(C)C)O tert-butyl 3-(5-(1-ethoxyvinyl)thiophen-2-yl)-3-hydroxypyrrolidine-1-carboxylate